C(C)OC=1C=C(C(=O)NC(C)C2=CC(=CC=C2)C)C(=CN1)[N+](=O)[O-] 2-ethoxy-5-nitro-N-(1-(3-methylphenyl)ethyl)isonicotinamide